3-(7-((tetrahydro-2H-pyran-4-yl)amino)-3-(thiazol-4-yl)benzo[b]thiophen-2-yl)prop-2-yn O1CCC(CC1)NC1=CC=CC2=C1SC(=C2C=2N=CSC2)C#CC